ClC=1C=NC=C(C1NC(C1=CC=C(C=C1)OC(F)F)=O)Cl N-(3,5-dichloropyridin-4-yl)-4-(difluoromethoxy)benzamide